hexaformyl-phenoxycyclotriphosphazene C(=O)C1C(C(C(OP2=NP=NP=N2)(C=C1)C=O)(C=O)C=O)(C=O)C=O